COC(C1=CC(=C(C(=C1)C)OCCCl)C#N)=O 4-(2-chloroethoxy)-3-cyano-5-methyl-benzoic acid methyl ester